NC1=NC2=CC(=CC=C2C=C1Br)C[C@@H]1CC[C@]2([C@@H]1O[C@H](C2O)N2C=C(C1=C2N=CN=C1N)C)O (2R,3aS,6S,6aR)-6-((2-amino-3-bromoquinolin-7-yl)methyl)-2-(4-amino-5-methyl-7H-pyrrolo[2,3-d]pyrimidin-7-yl)hexahydro-3aH-cyclopenta[b]furan-3,3a-diol